(2R)-2-({2-[(1-cyclopropyl-1H-pyrazol-5-yl)carbonyl]hydrazino}carbonyl)-1,1-difluoro-6-azaspiro[2.5]octane-6-sulfonamide C1(CC1)N1N=CC=C1C(=O)NNC(=O)[C@@H]1C(C12CCN(CC2)S(=O)(=O)N)(F)F